1,2-bis(3-chlorophenyl)-2-methylpropyl ((S)-3-cyclohexyl-1-(((S)-1-hydroxy-3-((S)-2-oxopyrrolidin-3-yl)propan-2-yl)amino)-1-oxopropan-2-yl)carbamate C1(CCCCC1)C[C@@H](C(=O)N[C@H](CO)C[C@H]1C(NCC1)=O)NC(OC(C(C)(C)C1=CC(=CC=C1)Cl)C1=CC(=CC=C1)Cl)=O